The molecule is a molybdopterin dinucleotide in which the other nucleobase is guanine and the coordinated molybdenum species is MoO2. It is a molybdopterin dinucleotide and a Mo-molybdopterin cofactor. It is a conjugate acid of a Mo(VI)-molybdopterin guanine dinucleotide(2-). C1=NC2=C(N1[C@H]3[C@@H]([C@@H]([C@H](O3)COP(=O)(O)OP(=O)(O)OC[C@@H]4C(=C([C@H]5[C@@H](O4)NC6=C(N5)C(=O)NC(=N6)N)[S-])[S-])O)O)N=C(NC2=O)N.O=[Mo+2]=O